O1C(NC2=C1C=CC(=C2)NC2=NC(=NC=C2F)NC=2C=CC(=NC2)N2[C@@H]1CO[C@H](C2)C1)=O N4-(benzoxazolin-2-on-5-yl)-N2-[2-((1S,4S)-2-oxa-5-azabicyclo[2.2.1]heptan-5-yl)pyridin-5-yl]-5-fluoropyrimidine-2,4-diamine